FC(CN1C=2C3=CN=C(C(O[C@@H](C4=CC(=CC=C4C=4C=C(C=NC4CC2C=N1)F)F)C)=C3)N)F (20R)-3-(2,2-difluoroethyl)-11,17-difluoro-20-methyl-21-oxa-3,4,9,24-tetraazapentacyclo[20.3.1.02,6.08,13.014,19]hexacosa-1(25),2(6),4,8(13),9,11,14,16,18,22(26),23-undecaen-23-amine